FC(S(=O)(=O)C=1C=C(C(=O)NCC2=NC=C3C=CC(=NC3=C2)C2=NC(=CC=C2)N2CC3(C2)CC(C3)(C(F)(F)F)O)C=CC1)F 3-((difluoromethyl)sulfonyl)-N-((2-(6-(6-hydroxy-6-(trifluoromethyl)-2-azaspiro[3.3]heptan-2-yl)pyridin-2-yl)-1,6-naphthyridin-7-yl)methyl)benzamide